N1=C(N=CC=C1)C=O pyrimidinal